C1(=CC=CC=C1)C1(C=2C=C(C=CC2C=2C3=C(C(=CC12)C=1C=CC2=C(C4=C(O2)C=C2C=CC=CC2=C4)C1)C=CC=C3)C3=CC=CC=C3)C3=CC=CC=C3 2-(7,7,9-triphenyl-7H-benzo[c]fluoren-5-yl)naphtho[2,3-b]benzofuran